methyl 2-[[2,5-dimethylpyrrolidine-1-carbonyl]amino]-4-[[3-fluoro-2-methoxy-propyl]-[4-(5,6,7,8-tetrahydro-1,8-naphthyridin-2-yl)butyl]amino]butanoate CC1N(C(CC1)C)C(=O)NC(C(=O)OC)CCN(CCCCC1=NC=2NCCCC2C=C1)CC(CF)OC